C1(CCCCC1)ON1C(CC(CC1(C)C)OC(CCCCC(=O)OC1CC(N(C(C1)(C)C)OC1CCCCC1)(C)C)=O)(C)C bis(1-cyclohexyloxy-2,2,6,6-tetramethyl-piperidine-4-yl)-adipate